N-benzyl-2-(6-{5-chloro-2-[(oxan-4-yl)amino]pyrimidin-4-yl}-1-oxo-2,3-dihydro-1H-isoindol-2-yl)-N-methylacetamide C(C1=CC=CC=C1)N(C(CN1C(C2=CC(=CC=C2C1)C1=NC(=NC=C1Cl)NC1CCOCC1)=O)=O)C